FC1(CCC(CC1)[C@H]1[C@H](C2=CC=C(C=C2CC1)O)C1=CC=C(C=C1)N1CCC(CC1)C=O)F 1-(4-((1S,2S)-2-(4,4-difluorocyclohexyl)-6-hydroxy-1,2,3,4-tetrahydronaphthalen-1-yl)phenyl)piperidine-4-carbaldehyde